3'-[1-(4-amino-3-methyl-1H-pyrazolo[3,4-d]pyrimidin-1-yl)ethyl]-5'-chloro-3-fluoro-2'-methoxy-6'-methylbiphenyl-4-carboxylic acid NC1=C2C(=NC=N1)N(N=C2C)C(C)C=2C(=C(C(=C(C2)Cl)C)C2=CC(=C(C=C2)C(=O)O)F)OC